OCCN(CCC(=O)NC=1C=NC=C(C1)C1=CC(=NC2=C1OCCN2)C2=C(C=CC(=C2)Cl)F)CCO 3-[bis(2-hydroxyethyl)amino]-N-{5-[6-(5-chloro-2-fluorophenyl)-2H,3H,4H-pyrido[3,2-b][1,4]oxazin-8-yl]pyridin-3-yl}propanamide